di(octyl-decyl)ammonium chloride [Cl-].C(CCCCCCC)C(CCCCCCCCC)[NH2+]C(CCCCCCCCC)CCCCCCCC